[C@H]12CN(C[C@H](CC1)N2)CCC2=CC=CC=1N(C(N(C12)C)=O)C1C(NC(CC1)=O)=O 3-[4-[2-[(1R,5S)-3,8-Diazabicyclo[3.2.1]octan-3-yl]ethyl]-3-methyl-2-oxo-benzimidazol-1-yl]piperidine-2,6-dione